5-amino-2-(methylthio)thiazole-4-carboxamide NC1=C(N=C(S1)SC)C(=O)N